4-((2s,5r)-4-(1-(4-(difluoromethoxy)phenyl)propyl)-5-ethyl-2-methylpiperazin-1-yl)-1-methyl-2-oxo-1,2-dihydropyrido[3,2-d]pyrimidine-6-carbonitrile FC(OC1=CC=C(C=C1)C(CC)N1C[C@@H](N(C[C@H]1CC)C=1C2=C(N(C(N1)=O)C)C=CC(=N2)C#N)C)F